3-(Difluoromethyl)piperidin-3-ol hydrochloride Cl.FC(C1(CNCCC1)O)F